N-[1-[2-chloro-4-[[5-(2,3-difluoro-4-methoxy-phenyl)-1-methyl-imidazole-2-carbonyl]amino]benzoyl]azetidin-3-yl]-1,1-dimethyl-piperidin-1-ium-4-carboxamide ClC1=C(C(=O)N2CC(C2)NC(=O)C2CC[N+](CC2)(C)C)C=CC(=C1)NC(=O)C=1N(C(=CN1)C1=C(C(=C(C=C1)OC)F)F)C